3,7,11-trimethyldodec-2,5,10-trienol CC(=CCO)CC=CC(CCC=C(C)C)C